(4aS,5aR)-5,5-difluoro-N-{1-[(3S,4S)-3-fluoropiperidin-4-yl]pyrazol-4-yl}-5a-methyl-1H,4H,4aH,6H-cyclopropa[f]indazole-3-carboxamide FC1([C@H]2CC=3C(=NNC3C[C@]21C)C(=O)NC=2C=NN(C2)[C@@H]2[C@H](CNCC2)F)F